C(C)N1CCC(CC1)C1=CN=C(S1)C1=NNC(=C1C(C)C)C=1C=C(C=2N(C1)N=CN2)C 5-(1-ethylpiperidin-4-yl)-2-(4-isopropyl-5-(8-methyl-[1,2,4]triazolo[1,5-a]pyridin-6-yl)-1H-pyrazol-3-yl)thiazole